(1S,3S,4S)-2-((5-chloropyridin-3-yl)-D-alanyl)-N-((R)-1-cyano-2-((R)-2-oxopiperidin-3-yl)ethyl)-5,5-difluoro-2-azabicyclo[2.2.2]octane-3-carboxamide ClC=1C=C(C=NC1)N[C@H](C)C(=O)N1[C@@H]2CC([C@H]([C@H]1C(=O)N[C@H](C[C@@H]1C(NCCC1)=O)C#N)CC2)(F)F